4-(2,3-dimethylphenyl)piperazin CC1=C(C=CC=C1C)N1CCNCC1